tert-Butyl (R)-4-(3,6-dichloropyridazin-4-yl)-3-methylpiperazin-1-carboxylate ClC=1N=NC(=CC1N1[C@@H](CN(CC1)C(=O)OC(C)(C)C)C)Cl